CN(C1=C(C=CC=C1)NS(=O)(=O)C(C(=O)O)C)C 2-([2-(DIMETHYLAMINO)PHENYL]SULFAMOYL)PROPANOIC ACID